3,4-bis(4-bromo-phenyl)furan-2-one BrC1=CC=C(C=C1)C1C(OC=C1C1=CC=C(C=C1)Br)=O